C(C)OC(CC1CCC(=CC1)C1=CC(=CC=C1)OCOC)=O (3'-(methoxymethoxy)-2,3,4,5-tetrahydro-[1,1'-biphenyl]-4-yl)acetic acid ethyl ester